2-chloro-8-imino-N,N,7-trimethyl-9-(4-(1-methyl-4-(trifluoromethyl)-1H-imidazol-2-yl)benzyl)-8,9-dihydro-7H-purin-6-amine ClC1=NC(=C2N(C(N(C2=N1)CC1=CC=C(C=C1)C=1N(C=C(N1)C(F)(F)F)C)=N)C)N(C)C